3-(1-(3,5-bis(trifluoromethyl) phenethyl)-1H-indol-3-yl)-2-cyanoacrylate FC(C=1C=C(CCN2C=C(C3=CC=CC=C23)C=C(C(=O)[O-])C#N)C=C(C1)C(F)(F)F)(F)F